C(C=C)(=O)N1CC2(CN(C2)C=2C3=C(N(C(N2)=O)C=2C(=NC=CC2C)C(C)C)N=C(C(=C3)C#N)C3=C(C=CC=C3)OC)C1 (6-acryloyl-2,6-diazaspiro[3.3]heptan-2-yl)-1-(2-isopropyl-4-methylpyridin-3-yl)-7-(2-methoxyphenyl)-2-oxo-1,2-dihydropyrido[2,3-d]pyrimidine-6-carbonitrile